N1(N=CN=C1)C[C@H](C)OC=1C=C(C=CC1Cl)C=1C=NC(=NC1)NC=1C(=NN(C1)C1CCC(CC1)N1CCOCC1)OCC1COCC1 5-(3-(((S)-1-(1H-1,2,4-triazol-1-yl)propan-2-yl)oxy)-4-chlorophenyl)-N-(1-((1r,4r)-4-morpholinocyclohexyl)-3-((tetrahydrofuran-3-yl)methoxy)-1H-pyrazol-4-yl)pyrimidin-2-amine